rel-(2r,3S,4S,5r)-N-(2-(N,S-dimethylsulfinamido)pyridin-4-yl)-3-(2-ethoxy-3,4-difluorophenyl)-4,5-dimethyl-5-(trifluoromethyl)tetrahydrofuran-2-carboxamide CN(S(=O)C)C1=NC=CC(=C1)NC(=O)[C@@H]1O[C@]([C@H]([C@H]1C1=C(C(=C(C=C1)F)F)OCC)C)(C(F)(F)F)C |o1:14,16,17,18|